1-methyl-5-(trifluoromethyl)-1H-picoline CN1C(C=CC(=C1)C(F)(F)F)C